3,6-dichloro-N-[rac-1-[(2,4-dimethylphenyl)methyl]-2-(1,3-dioxoisoindolin-2-yl)oxy-ethyl]pyridazine-4-carboxamide ClC=1N=NC(=CC1C(=O)N[C@@H](CON1C(C2=CC=CC=C2C1=O)=O)CC1=C(C=C(C=C1)C)C)Cl |r|